(4-fluorophenyl)(2-(p-tolyl)-1H-imidazol-4-yl)methanone FC1=CC=C(C=C1)C(=O)C=1N=C(NC1)C1=CC=C(C=C1)C